6-((6-amino-5-methylpyrimidin-4-yl)amino)-8-methyl-1'-(2,2,2-trifluoroethyl)-2H-spiro[imidazo[1,5-a]pyridine-3,4'-piperidine]-1,5-dione NC1=C(C(=NC=N1)NC1=CC(=C2N(C1=O)C1(CCN(CC1)CC(F)(F)F)NC2=O)C)C